1-(2-((tetrahydro-2H-pyran-2-yl)oxy)ethyl)-1H-pyrazol-4-amine O1C(CCCC1)OCCN1N=CC(=C1)N